C1(=CC=CC=C1)NC(OC=1C=C2[C@@]3(C(NC2=CC1)N(CC3)C)C)=O (3aR)-1,3a-dimethyl-1,2,3,3a,8,8a-hexahydropyrrolo[2,3-b]indol-5-yl phenylcarbamate